F[P-](F)(F)(F)(F)F.C(C)OC(=O)C(C(=O)OCC)=NOC(=[N+](C)C)N(C)C O-[(diethoxycarbonylmethylidene)amino]-1,1,3,3-tetramethyluronium hexafluorophosphate